tert-butyl (Z)-2-(4-(4-(4-(hydroxyamino)but-3-en-1-yl)phenyl)-2,3,9-trimethyl-6H-thieno[3,2-f][1,2,4]triazolo[4,3-a][1,4]diazepin-6-yl)acetate ONC=CCCC1=CC=C(C=C1)/C/1=N/C(C=2N(C3=C1C(=C(S3)C)C)C(=NN2)C)CC(=O)OC(C)(C)C